(7-chloroquinolin-8-yl)-6-(pyrrolidin-1-yl)pyrazine-2-sulfonamide ClC1=CC=C2C=CC=NC2=C1C=1C(=NC(=CN1)N1CCCC1)S(=O)(=O)N